C(#N)C1=CC(=CNC1=O)C1CN(CCC1(F)F)[C@H](C(=O)NC1=NC=C(C=C1)OC1=CC=C(C=C1)F)C (2S)-2-(3-(5-cyano-6-oxo-1,6-dihydropyridin-3-yl)-4,4-difluoropiperidin-1-yl)-N-(5-(4-fluorophenoxy)pyridin-2-yl)propionamide